FC(C)(C)C1=NC(=CC(=N1)NC1=CC(=NC=C1OCCOC)NC(C)=O)C N-(4-((2-(2-fluoropropan-2-yl)-6-methylpyrimidin-4-yl)amino)-5-(2-methoxyethoxy)pyridin-2-yl)acetamide